NC1=C(C=C(C(=O)N2C[C@@H](CCC2)CC#CC2=C3CN(C(C3=CC=C2)=O)[C@@H](CCC(=O)OC(C)(C)C)C(N)=O)C=C1)OC tert-butyl (4S)-4-(4-{3-[(3S)-1-(4-amino-3-methoxybenzoyl)piperidin-3-yl]prop-1-yn-1-yl}-1-oxo-3H-isoindol-2-yl)-4-carbamoylbutanoate